O=C1NC(CC[C@@H]1N1C(C2=CC=CC(=C2C1)O[C@H](C(=O)O)C)=O)=O (s)-2-((2-((S)-2,6-dioxopiperidin-3-yl)-1-oxoisoindolin-4-yl)oxy)propanoic acid